C(C)N(CCOC1=C(C=C(CN(CC(C)O)C)C=C1)OC)CC 3-((4-(2-(diethylamino)ethoxy)-3-methoxybenzyl)(methyl)amino)propan-2-ol